CN(C(CCC)CCCCCCCCC\C=C/C\C=C/CCCCC)C (14Z,17Z)-N,N-dimethyl-tricosa-14,17-dien-4-amine